1-[(2R)-4-{8-Amino-1-[2-(1-cyclopropyl-6-fluoro-1,3-benzodiazol-5-yl)ethynyl]imidazo[1,5-a]pyrazin-3-yl}-2-(methoxymethyl)pyrrolidin-1-yl]prop-2-en-1-one NC=1C=2N(C=CN1)C(=NC2C#CC2=CC1=C(N(C=N1)C1CC1)C=C2F)C2C[C@@H](N(C2)C(C=C)=O)COC